6-methyl-N-[4-(methylsulfonyl)benzyl]-5-(1-morpholin-4-ylethyl)-2-oxo-1-[3-(trifluoromethyl)phenyl]-1,2-dihydropyridine-3-carboxamide CC1=C(C=C(C(N1C1=CC(=CC=C1)C(F)(F)F)=O)C(=O)NCC1=CC=C(C=C1)S(=O)(=O)C)C(C)N1CCOCC1